(R)-2-(4-(((R)-pyrrolidin-3-yl)oxy)butyl)-1,2,3,4-tetrahydro-1,8-naphthyridine N1C[C@@H](CC1)OCCCC[C@H]1NC2=NC=CC=C2CC1